(4S,5R)-5-fluoro-1-(4-((5-((R)-1-hydroxy-propan-2-yl)-8-((R)-2-methylazetidin-1-yl)-2,7-naphthyridin-3-yl)amino)pyrimidin-2-yl)-3,3-dimethylpiperidin-4-ol F[C@H]1[C@H](C(CN(C1)C1=NC=CC(=N1)NC=1N=CC2=C(N=CC(=C2C1)[C@H](CO)C)N1[C@@H](CC1)C)(C)C)O